N1CC(C1)C(=O)N1CSCC1 azetidin-3-yl-(thiazolidine-3-yl)methanone